IC1=C(N=C(S1)CNC1CCCC=2C=CC=NC12)C N-((5-iodo-4-methylthiazol-2-yl)methyl)-5,6,7,8-tetrahydroquinolin-8-amine